C(C)(C)(C)OC(=O)N1[C@H](CN(CC1)C1=CC(=NC=2CNCCC12)O)CC#N (S)-2-(cyanomethyl)-4-(2-hydroxy-5,6,7,8-tetrahydro-1,7-naphthyridin-4-yl)piperazine-1-carboxylic acid tert-butyl ester